[Si](C)(C)(C(C)(C)C)OCC1=CC=C(C(=O)NNC([C@H](NC2=C(C(=C(C=C2)C#N)Cl)C)[C@@H](O)C)=O)C=C1 4-(((tert-butyldimethylsilyl)oxy)methyl)-N'-((3-chloro-4-cyano-2-methylphenyl)-D-threonyl)benzohydrazide